[N+](=O)(OCCCN1CCN(CC1)S(=O)(=O)C1=CC(=C(C=C1)OCC)C1=NN2C(C(N1)=O)=C(C(=C2CCC)/C=N/O)C)[O-] (e)-3-(4-((4-ethoxy-3-(6-((hydroxyimino)methyl)-5-methyl-4-oxo-7-propyl-3,4-dihydropyrrolo[2,1-f][1,2,4]triazin-2-yl)phenyl)sulfonyl)piperazin-1-yl)propyl nitrate